ClC1=C(C(=CC=C1F)F)C(C)OC=1C(=NC=C(C1)OCC1=CC=NC=C1)N 3-[1-(2-chloro-3,6-difluoro-phenyl)-ethoxy]-5-(pyridin-4-ylmethoxy)-pyridin-2-ylamine